ethoxy-N,N-dimethyl-5-methylsulfonyl-6-[1-methyl-5-(trifluoromethyl)benzimidazol-2-yl]pyridine-2-carboxamide (Z)-benzyl-2-(3-chloroquinoxalin-2(1H)-ylidene)-2-cyanoacetate C(C1=CC=CC=C1)OC(\C(\C#N)=C\1/NC2=CC=CC=C2N=C1Cl)=O.C(C)OC=1C(=NC(=C(C1)S(=O)(=O)C)C1=NC2=C(N1C)C=CC(=C2)C(F)(F)F)C(=O)N(C)C